C(C1=CC=CC=C1)OC(=O)N1CCC(CC1)C=1C=C2C(=C(N(C2=CC1)C(CN(C)C(=O)OC(C)(C)C)=O)C=1C(=C(C=2N(C1)N=CN2)C)C)C(C)C 4-(1-(N-(tert-Butoxycarbonyl)-N-methylglycinyl)-2-(7,8-dimethyl-[1,2,4]triazolo[1,5-a]pyridin-6-yl)-3-isopropyl-1H-indol-5-yl)piperidine-1-carboxylic acid benzyl ester